1-[(4-{3-azabicyclo[3.1.0]hex-3-yl}-2-bromophenyl)methyl]-1H-imidazole-4-carboxylic acid ethyl ester C(C)OC(=O)C=1N=CN(C1)CC1=C(C=C(C=C1)N1CC2CC2C1)Br